CC1CCOCC1 4-Methyl-tetrahydropyran